CO\N=C/1\CC2(CCC1N2C(C2=CC=C(C=C2)C2=C(C=CC=C2)C)=O)C=O [(3Z)-3-(Methoxyimino)-7-(4-(2-methylphenyl)benzoyl)-7-azabicyclo[2.2.1]heptane-1-yl]methanone